C(C)N(C1CCN(CC1)CC(=O)N1[C@@H](C[C@@H](C1)F)C#N)C=1C=C2C=CC=NC2=CC1 (2S,4S)-1-[2-[4-[ethyl-(6-quinolinyl)amino]-1-piperidinyl]acetyl]-4-fluoro-pyrrolidine-2-carbonitrile